3-(5-(difluoromethyl)-1,3,4-oxadiazol-2-yl)-8-((2R,5S)-2-(methoxymethyl)-5-methylmorpholino)-N-(1-methylcyclopropyl)imidazo[1,5-a]pyridine-6-sulfonamide FC(C1=NN=C(O1)C1=NC=C2N1C=C(C=C2N2C[C@@H](OC[C@@H]2C)COC)S(=O)(=O)NC2(CC2)C)F